2-methyl-1-(4-methylthiophen-yl)-2-morpholinopropan-1-one CC(C(=O)C=1SC=C(C1)C)(C)N1CCOCC1